(S)-N-((S)-2-cyano-1-(3-(trifluoromethoxy)phenyl)ethyl)-3-hydroxy-4,4-dimethylpentanamide C(#N)C[C@@H](C1=CC(=CC=C1)OC(F)(F)F)NC(C[C@@H](C(C)(C)C)O)=O